2,6-difluoro-N-(isothiazol-3-yl)benzenesulfonamide FC1=C(C(=CC=C1)F)S(=O)(=O)NC1=NSC=C1